S1N=C(C2=C1C=CC=C2)N2CCN(CC2)CCN2C(C=1N(CC2)C=CC1)=O 2-[2-(4-benzo[d]isothiazol-3-yl-piperazin-1-yl)-ethyl]-3,4-dihydro-2H-pyrrolo[1,2-a]pyrazin-1-one